2-chloro-7-methyl-9-(tetrahydro-2H-thiopyran-4-yl)-7,9-dihydro-8H-purin-8-one ClC1=NC=C2N(C(N(C2=N1)C1CCSCC1)=O)C